2-(dimethyl)aminoethanol CN(CCO)C